5-[2-fluoro-6-hydroxy-4-[[(6-methoxy-4-methyl-2-pyridyl)amino]methyl]phenyl]-1,1-dioxo-1,2,5-thiadiazolidin-3-one FC1=C(C(=CC(=C1)CNC1=NC(=CC(=C1)C)OC)O)N1CC(NS1(=O)=O)=O